(chloromethyl)-5-methoxypyrazine ClCC1=NC=C(N=C1)OC